O=C1CC2(C1)CN(C2)C2=NC=CC(=N2)COC2=CC=C(C=C2)C(C)(C)C2=CC=C(C(=O)NCCN)C=C2 4-(2-(4-((2-(2-oxo-6-azaspiro[3.3]heptane-6-yl)pyrimidin-4-yl)methoxy)phenyl)propane-2-yl)-N-(2-aminoethyl)benzamide